(4S,12aS)-N-[(2,4-difluorophenyl)methyl]-7-hydroxy-4-methyl-6,8-dioxo-1-(3-pyridinyl-methyl)-1,2,3,4,6,8,12,12a-octahydropyrido[1',2':4,5]pyrazino[1,2-a]pyrimidine-9-carboxamide FC1=C(C=CC(=C1)F)CNC(=O)C=1C(C(=C2N(C[C@@H]3N([C@H](CCN3CC=3C=NC=CC3)C)C2=O)C1)O)=O